C=C(CCC1N(C2=C3C(CCC2CC1)N=CC=C3)CCC(C=CC=C)=C)C=CC=C bis(3-methylenehept-4,6-dien-1-yl)octahydropyridoquinoline